(1R,2R)-N-(isoquinolin-6-yl)-2-(4-(N-(pyridin-2-yl)sulfamoyl)3-fluorophenyl)cyclopropane-1-carboxamide C1=NC=CC2=CC(=CC=C12)NC(=O)[C@H]1[C@@H](C1)C1=CC(=C(C=C1)S(NC1=NC=CC=C1)(=O)=O)F